C1N(CC12CNC2)CCCOC=2C=C1C(=NC=NC1=CC2OC)C2=CC=C(C=C2)NC(CC2=CC=C(C=C2)C(F)(F)F)=O N-(4-(6-(3-(2,6-diazaspiro[3.3]heptane-2-yl)propoxy)-7-methoxyquinazolin-4-yl)phenyl)-2-(4-(trifluoromethyl)phenyl)acetamide